N[C@@H](C1=C2C=CN(C(C2=CC=C1)=O)C)C=1N=NN(C1)C1CC1 (S)-5-[Amino(1-cyclopropyl-1H-1,2,3-triazol-4-yl)methyl]-2-methylisoquinolin-1(2H)-one